(R)-6-hydroxy-2,5,7,8-tetramethylchroman-2-carboxamide OC=1C(=C2CC[C@@](OC2=C(C1C)C)(C(=O)N)C)C